6-[(3S)-3-{[(1R)-1-(naphthalen-1-yl)ethyl]amino}tetrahydro-1H-pyrrol-1-yl]-1H-indole-3-carboxylic acid C1(=CC=CC2=CC=CC=C12)[C@@H](C)N[C@@H]1CN(CC1)C1=CC=C2C(=CNC2=C1)C(=O)O